C(#N)CC1=CC=C(C=C1)B(O)O (4-(cyanomethyl)phenyl)boronic acid